Tetrahydrofuran-2-ylmethyl-{[5-(4-bromo-2-fluorophenyl)-1-(4-chloro-2-fluorophenyl)-1H-1,2,4-triazol-3-yl]oxy} acetat C(C)(=O)OOC1=NN(C(=N1)C1=C(C=C(C=C1)Br)F)C1=C(C(=C(C=C1)Cl)CC1OCCC1)F